ClC1=CC=C(C2=C1NC(=N2)C(=O)N2[C@H](C1=C(CC2)N=CS1)C(F)F)F (S)-(7-Chloro-4-fluoro-1H-benzo[d]imidazol-2-yl)(4-(difluoromethyl)-6,7-dihydrothiazolo[5,4-c]pyridin-5(4H)-yl)methanone